(7R)-7-methoxy-5-oxa-2-azaspiro[3.4]Octane-2-carboxylic acid tert-butyl ester C(C)(C)(C)OC(=O)N1CC2(C1)OC[C@@H](C2)OC